COC([C@@H](C(=O)N1[C@@H]([C@H]2C([C@H]2C1)(C)C)C(=O)N[C@H](C=O)C[C@H]1C(NCCC1)=O)NC(C(F)(F)F)=O)(C)C (1R,2S,5S)-3-((S)-3-methoxy-3-methyl-2-(2,2,2-trifluoroacetamido)butanoyl)-6,6-dimethyl-N-((S)-1-oxo-3-((S)-2-oxopiperidin-3-yl)propan-2-yl)-3-azabicyclo[3.1.0]hexane-2-carboxamide